iron-nickel hydroxide [Ni](O)O.[Fe]